ClC=1C=CC=2N(C1)N=CC2S(=O)(=O)NC=2C(=NC(=C(C2)F)CC(F)(F)F)OC 6-chloro-N-(5-fluoro-2-methoxy-6-(2,2,2-trifluoroethyl)pyridin-3-yl)pyrazolo[1,5-a]pyridine-3-sulfonamide